C(=O)(C#N)C=1C=CC2=C(N=C(S2)C23CC(C2)(C3)NC(OC(C)(C)C)=O)C1 tert-butyl N-[1-(5-carbonocyanidoyl-1,3-benzothiazol-2-yl)-3-bicyclo[1.1.1]pentanyl]carbamate